zinc cyclohexane-1,2-dicarboxylate salt C1(C(CCCC1)C(=O)[O-])C(=O)[O-].[Zn+2]